COC1=C(C=CC(=C1)OC)CNC1=NN=C(C2=CC(=CC=C12)C1=C(C(=CC(=C1)B1OC(C(O1)(C)C)(C)C)C)OC)C N-[(2,4-DIMETHOXYPHENYL)METHYL]-6-[2-METHOXY-3-METHYL-5-(4,4,5,5-TETRAMETHYL-1,3,2-DIOXABOROLAN-2-YL)PHENYL]-4-METHYLPHTHALAZIN-1-AMINE